O=C(C(=O)O)NCCC1=C(C=CC=C1)C(F)(F)F 2-oxo-2-((2-(trifluoromethyl)phenethyl)amino)acetic acid